N-[(1S,2R)-2-hydroxy-1-(hydroxycarbamoyl)propyl]Benzamide O[C@@H]([C@@H](C(NO)=O)NC(C1=CC=CC=C1)=O)C